tert-Butyl (2-((6,7-dichloro-9H-carbazol-3-yl)amino)ethyl)carbamate ClC=1C=C2C=3C=C(C=CC3NC2=CC1Cl)NCCNC(OC(C)(C)C)=O